5,5-dimethyl-2,4-heptanedione CC(C(CC(C)=O)=O)(CC)C